N[C@H](C(=O)O)CC=1C=NC(=CC1)OC (S)-2-Amino-3-(6-methoxypyridin-3-yl)propanoic acid